seryl laurate C(CCCCCCCCCCC)(=O)OC([C@@H](N)CO)=O